1-(3-nitrophenyl)piperazine HCl Cl.[N+](=O)([O-])C=1C=C(C=CC1)N1CCNCC1